(S)-quinuclidin-3-yl (5-(2-(tert-butoxy)pyridin-4-yl)-2,2-dimethyl-2,3-dihydro-1H-inden-1-yl)carbamate C(C)(C)(C)OC1=NC=CC(=C1)C=1C=C2CC(C(C2=CC1)NC(O[C@@H]1CN2CCC1CC2)=O)(C)C